IC=1C=NN(C1)C1=NN(C=C1)COCC[Si](C)(C)C 4-iodo-1-(1-((2-(trimethylsilyl)ethoxy)methyl)-1H-pyrazol-3-yl)-1H-pyrazole